2-fluoro-2-benzenesulfonate FC1(CC=CC=C1)S(=O)(=O)[O-]